5-fluoro-1'-methyl-1',2',3',6'-tetrahydro-[4,4'-bipyridin]-3-amine FC=1C(=C(C=NC1)N)C=1CCN(CC1)C